4-(4-cyclohexylphenoxy)-1H-1,2,3-triazole C1(CCCCC1)C1=CC=C(OC=2N=NNC2)C=C1